COP(OC)(=O)CC(C1=CC=CC=C1)N P-(2-amino-2-phenylethyl)-phosphonic acid dimethyl ester